1-(3-(methylthio)butan-2-yl)-5-difluoromethyl-1H-pyrazole-4-carboxylic acid CSC(C(C)N1N=CC(=C1C(F)F)C(=O)O)C